FC1=C(C=CC(=C1)C1CCN(CC1)C)C1=CC=C2C(=N1)C(N(C2)C(C(=O)NC=2SC=CN2)C2=CC(=CC=C2)F)=O 2-(2-(2-fluoro-4-(1-methyl-piperidin-4-yl)phenyl)-7-oxo-5,7-dihydro-6H-pyrrolo[3,4-b]pyridin-6-yl)-2-(3-fluoro-phenyl)-N-(thiazol-2-yl)-acetamide